C(C)(C)(C)C1=C(C(=CC(=C1)C(C)(C)C)O)C 3,5-dit-butylcresol